10-(3-pyridyl)-9-anthraceneboronic acid N1=CC(=CC=C1)C1=C2C=CC=CC2=C(C2=CC=CC=C12)B(O)O